C(=C/CCCCCCCCCCCCCCCCCC)/OCC(OC(C=C\C=C/C=C\C=C/C=C\CCCCCCCCC)=O)COP(=O)([O-])OCC[N+](C)(C)C 1-(1Z-eicosenyl)-2-(5Z,8Z,11Z,14Z,17Z-eicosapentaenoyl)-glycero-3-phosphocholine